C(C1=CC=C(N)C=C1)C1=CC=C(N)C=C1 4,4'-MethyleneDianiline